COC1=C(CN(C(=O)C2C[C@H](NC([C@@H](NC(C(CCCC/C=C/C2)CCC)=O)CC(C)C)=O)C(O)P(OCC)(OCC)=O)C)C=CC(=C1)OC Diethyl (((2S,5S,E)-7-((2,4-dimethoxybenzyl)(methyl)carbamoyl)-2-isobutyl-3,16-dioxo-15-propyl-1,4-diazacyclohexadec-9-en-5-yl)(hydroxy)methyl)phosphonate